(trans)-4-({5-[N-(2-cyclopropyl-4-iodo-5-methylphenyl)but-2-ynamido]-1-methylpyrazolo[4,3-b]pyridin-3-yl}oxy)-1-methylcyclohexane-1-carboxylic acid C1(CC1)C1=C(C=C(C(=C1)I)C)N(C(C#CC)=O)C1=CC=C2C(=N1)C(=NN2C)OC2CCC(CC2)(C(=O)O)C